2,4-dicarboxyphenyl-diphenyl-phosphine oxide C(=O)(O)C1=C(C=CC(=C1)C(=O)O)P(C1=CC=CC=C1)(C1=CC=CC=C1)=O